NC1=C(C=C(C=C1)N1C2CN(C(C1)C2)C(=O)OC(C)(C)C)OC(F)F tert-butyl 5-(4-amino-3-(difluoromethoxy)phenyl)-2,5-diazabicyclo[2.2.1]heptane-2-carboxylate